C(C)(C)(C)OC(=O)N1CCN(CCC1)CC1=CC=C2C(=N1)SC(=C2)C(=O)O 6-((4-(tert-butoxycarbonyl)-1,4-diazepan-1-yl)methyl)thieno[2,3-b]pyridine-2-carboxylic acid